C1(=CC=CC=C1)N1C(=CC=C1)P(C(C)(C)C)C(C)(C)C N-phenyl-2-(ditertbutylphosphino)pyrrole